3-ethyl-7-({4-[6-(1H-imidazol-2-yl)pyridin-3-yl]piperazin-1-yl}methyl)-1H-1,5-naphthyridin-2-one C(C)C=1C(NC2=CC(=CN=C2C1)CN1CCN(CC1)C=1C=NC(=CC1)C=1NC=CN1)=O